C1(=CC(=CC=C1)N1C(=C(C(C1=O)(C)C)C(=O)OC)C(=O)OC)C1=CC=CC=C1 dimethyl 1-([1,1'-biphenyl]-3-yl)-4,4-dimethyl-5-oxo-4,5-dihydro-1H-pyrrole-2,3-dicarboxylate